FC1=CC=C(CN2C3=CC=CC=C3C=3C=CC=CC23)C=C1 N-(4-fluorobenzyl)-carbazole